2-chloropropanoyl chloride ClC(C(=O)Cl)C